imino(methyl)(2-nitrophenyl)-lambda6-sulfane N=[SH2](C1=C(C=CC=C1)[N+](=O)[O-])C